C(CCC(=O)[O-])(=O)OC=CCCCCCCCCCCCCCC.[Al+3].C(=CCCCCCCCCCCCCCC)OC(CCC(=O)[O-])=O.C(=CCCCCCCCCCCCCCC)OC(CCC(=O)[O-])=O aluminum hexadecenyl succinate